BrC1=CC=C(C=C1)C1(CSCC1)C(=O)O 3-(4-bromophenyl)tetrahydrothiophene-3-carboxylic acid